C(C1=CC=CC=C1)N1CC2(CN(C2)C(=O)OC(C)(C)C)C(C1)F tert-butyl 6-benzyl-8-fluoro-2,6-diazaspiro[3.4]octane-2-carboxylate